methyl 3-(6-(((3S,4S)-1-(tert-butoxycarbonyl)-4-fluoropiperidin-3-yl)amino)-3,5-difluoropyridin-2-yl)imidazo[1,2-a]pyridine-7-carboxylate C(C)(C)(C)OC(=O)N1C[C@@H]([C@H](CC1)F)NC1=C(C=C(C(=N1)C1=CN=C2N1C=CC(=C2)C(=O)OC)F)F